NC1=C(C(=O)OC)C=C(C(=C1)OC)OC methyl 2-amino-4,5-dimethoxybenzoate